C(C)(C)(C)C1=CC(=NO1)N 5-(tert-Butyl)-1,2-oxazol-3-amine